C(C)(C)(C)[Si](OCCN1N=C(C(=C1)NC=O)OC1COCC1)(C)C N-[1-[2-[tert-butyl-(dimethyl)silyl]oxyethyl]-3-tetrahydrofuran-3-yloxy-pyrazol-4-yl]carboxamide